tert-butyl((1S,3R)-3-(4-methoxybenzamido)cyclohexyl)-carbamate C(C)(C)(C)OC(N[C@@H]1C[C@@H](CCC1)NC(C1=CC=C(C=C1)OC)=O)=O